3-iodo-N,N-dimethyl-5-morpholinoaniline IC=1C=C(N(C)C)C=C(C1)N1CCOCC1